C(C)(C)(C)OC(N(S(=O)(=O)C1=NC=CC(=C1)Cl)C(C)(C)C)=O Tert-butyl-((4-chloropyridin-2-yl)sulfonyl)carbamic acid tert-butyl ester